chlorine, ammonium salt [NH4+].[Cl+]